1-Chloro-5H-benzo[B]carbazole ClC1=C2C=3C=C4C(=CC3NC2=CC=C1)C=CC=C4